COC1=C(COC2=CC=C(OCCOCCNC3CCCC3)C=C2)C(=CC=C1)OC N-(2-(2-(4-(2,6-dimethoxybenzyloxy)phenoxy)ethoxy)ethyl)cyclopentylamine